OC(CC(C(C(O)CC(CO)O)O)O)CO bis(2,3-dihydroxypropyl)glycerin